C(=C)C1(C=CC(C=C1)=O)OCC#C 4-vinyl-4-propargyloxy-2,5-cyclohexadienone